C1(=CC=CC=C1)C=1C=C(C=2N(C1)C=C(N2)C2=C(N)C=CC=C2)C2=CC=CC=C2 2-(6,8-diphenylimidazo[1,2-a]pyridin-2-yl)aniline